tert-butyl (S)-4-(2-amino-2-phenylacetylamino)-2-fluorobenzoate N[C@H](C(=O)NC1=CC(=C(C(=O)OC(C)(C)C)C=C1)F)C1=CC=CC=C1